C1CCC2=C(C=3CCCC3C=C12)NC=1OC(CN1)(C(=O)OCC)C1=NOC(=C1)C(C)(C)O ethyl 2-((1,2,3,5,6,7-hexahydro-s-indacen-4-yl) amino)-5-(5-(2-hydroxypropan-2-yl) isoxazol-3-yl)-4,5-dihydrooxazole-5-carboxylate